tert-butyl N-(2,6-dioxopiperidin-3-yl)carbamate O=C1NC(CCC1NC(OC(C)(C)C)=O)=O